3-(bromomethyl)-2-methylpyridine hydrochloride Cl.BrCC=1C(=NC=CC1)C